[Si].C(C)O[Si](OCC)(OCC)OCC (tetraethoxysilane) silicon